CC1=CC=C(C=C1)S(=O)(=O)OCCCCCCN(C)C(=O)OC(C)(C)C 6-((tert-Butoxycarbonyl)(methyl)amino)hexyl 4-methylbenzenesulfonate